ClC=1C(=CC2=C([C@@H](C[C@@H](O2)C(=O)NC23CC(C2)(C3)N3N=CC(=C3)C(=O)N3CC(C3)COC(F)(F)F)O)C1)F (2R,4R)-6-chloro-7-fluoro-4-hydroxy-N-[3-(4-{3-[(trifluoromethoxy)methyl]azetidine-1-carbonyl}-1H-pyrazol-1-yl)bicyclo[1.1.1]pentan-1-yl]-3,4-dihydro-2H-1-benzopyran-2-carboxamide